N,N-dibenzylethylamine C(C1=CC=CC=C1)N(CC1=CC=CC=C1)CC